N,N-diisopropylethylamine HCl salt Cl.C(C)(C)N(C(C)C)CC